N-((3R,4S)-4-((6-(2,6-dichloro-3,5-dimethoxyphenyl)-8-phenethylpyrido[3,4-d]pyrimidin-2-yl)amino)tetrahydrofuran-3-yl)acrylamide ClC1=C(C(=C(C=C1OC)OC)Cl)C1=CC2=C(N=C(N=C2)N[C@H]2[C@H](COC2)NC(C=C)=O)C(=N1)CCC1=CC=CC=C1